C1(=C(C=CC=C1)B(C=1C=C(C=CC1)B1OC(C(O1)(C)C)(C)C)C1=C(C=CC=C1)C)C 2-(3-(di-o-tolylboryl)phenyl)-4,4,5,5-tetramethyl-1,3,2-dioxaborolane